C(C)(=O)C1=CC2=C(N=C(S2)NC(C)=O)C=C1 N-(6-acetylbenzo[d]thiazol-2-yl)acetamide